2'-(6-amino-5-cyanopyridin-3-yl)-N-[1-(4-fluorophenyl)cyclobutyl]-5',6'-dihydrospiro[pyrrolidine-3,4'-pyrrolo[1,2-b]pyrazole]-1-carboxamide NC1=C(C=C(C=N1)C=1C=C2N(N1)CCC21CN(CC1)C(=O)NC1(CCC1)C1=CC=C(C=C1)F)C#N